ClC1=CC=C(C=C1)N1N=C(N=C1)C(=O)N(C1=C(C=CC=C1)C)C 1-(4-chlorophenyl)-N-methyl-N-(o-tolyl)-1H-1,2,4-triazole-3-carboxamide